3-(6-(4-((allyloxy)carbonyl)thiazol-2-yl)pyridin-2-yl)propionic acid C(C=C)OC(=O)C=1N=C(SC1)C1=CC=CC(=N1)CCC(=O)O